(R)-2,2'-bis[di-3,5-xylylphosphino]-6,6'-dimethoxy-1,1'-biphenyl C1(=CC(=CC(=C1)C)C)P(C1=C(C(=CC=C1)OC)C1=C(C=CC=C1OC)P(C1=CC(=CC(=C1)C)C)C1=CC(=CC(=C1)C)C)C1=CC(=CC(=C1)C)C